BrC1=CC=C(CNC(CCC)O)C=C1 ((4-bromobenzyl)amino)butan-1-ol